(E)-N-[2-methyl-4-(1,3-dimethyl-1H-pyrazol-5-yloxy)-5-chlorophenyl]formamidine CC1=C(C=C(C(=C1)OC1=CC(=NN1C)C)Cl)N\C=N\[H]